ClC1=NC(=CC(=C1)C1(CC(C1)(F)F)CC1=NN=CN1C)Cl 2,6-dichloro-4-(3,3-difluoro-1-((4-methyl-4H-1,2,4-triazol-3-yl)methyl)cyclobutyl)pyridine